2-(2-Bromo-2,2-difluoro-acetylamino)-5,6-dihydro-4H-cyclopenta[b]thiophene-3-carboxylic acid BrC(C(=O)NC1=C(C2=C(S1)CCC2)C(=O)O)(F)F